NC1=CC(=NO1)C1CCN(CC1)C(=O)C1=CC=C(C=C1)[N+](=O)[O-] (4-(5-aminoisoxazol-3-yl)piperidin-1-yl)(4-nitrophenyl)methanone